N1-(3-fluoro-2-(4-((5-(trifluoromethyl)pyridin-2-yl)oxy)piperidin-1-yl)phenyl)-N4,N4-dimethylbenzene-1,4-disulfonamide FC=1C(=C(C=CC1)NS(=O)(=O)C1=CC=C(C=C1)S(=O)(=O)N(C)C)N1CCC(CC1)OC1=NC=C(C=C1)C(F)(F)F